1-(1-(8-(azetidin-3-yl)-8-azabicyclo[3.2.1]octan-3-yl)piperidin-4-yl)-3-(4-phenoxyphenyl)-1H-pyrazolo[3,4-d]pyrimidin-4-amine hydrochloride Cl.N1CC(C1)N1C2CC(CC1CC2)N2CCC(CC2)N2N=C(C=1C2=NC=NC1N)C1=CC=C(C=C1)OC1=CC=CC=C1